2-cyclopropyl-4-(4-(difluoromethoxy)-2-methylphenyl)-6-(2-methyl-2H-indazol-5-yl)thiazolo[4,5-d]pyrimidine-5,7(4H,6H)-dione C1(CC1)C=1SC2=C(N(C(N(C2=O)C2=CC3=CN(N=C3C=C2)C)=O)C2=C(C=C(C=C2)OC(F)F)C)N1